2-((2-aminoethyl)sulfonyl)-1,2,3,4-tetrahydroisoquinolin NCCS(=O)(=O)N1CC2=CC=CC=C2CC1